(6-hydroxypyridin-2-yl)cyclohexan-1-one OC1=CC=CC(=N1)C1C(CCCC1)=O